C12(CC3CC(CC(C1)C3)C2)NC2=C(C#N)C=C(C=C2)[C@@H]2N([C@H](CC3=CC(=CC=C23)OC)CCCC)C(C#C[Si](C)(C)C)=O 2-(((3R,5R,7R)-adamantan-1-yl)amino)-5-((1S,3S)-3-butyl-6-methoxy-2-(3-(trimethylsilyl)propioloyl)-1,2,3,4-tetrahydroisoquinolin-1-yl)benzonitrile